(S)-2-((((9H-fluoren-9-yl)methoxy)carbonyl)amino)-3-(3-(2-amino-2-oxoethyl)phenyl)propanoic acid C1=CC=CC=2C3=CC=CC=C3C(C12)COC(=O)N[C@H](C(=O)O)CC1=CC(=CC=C1)CC(=O)N